1-(4-(3-amino-7-(3,3-dimethylbut-1-yn-1-yl)-1H-indazol-5-yl)pyridin-2-yl)ethane-1,2-diamine NC1=NNC2=C(C=C(C=C12)C1=CC(=NC=C1)C(CN)N)C#CC(C)(C)C